Cl.C[C@@H]1C(NC1)C(=O)OC(C)(C)C tert-butyl (3S)-3-methylazetidine-2-carboxylate hydrochloride